FC=1C=C(C=C(C1OC=1C=NN(C1)C)F)S(=O)(=O)N1[C@H]([C@@H]2CC[C@H](C1)N2C(=O)OCCOC)C(NO)=O 2-methoxyethyl (1s,2r,5r)-3-((3,5-difluoro-4-((1-methyl-1H-pyrazol-4-yl) oxy) phenyl) sulfonyl)-2-(hydroxycarbamoyl)-3,8-diazabicyclo[3.2.1]octane-8-carboxylate